C(C1=CC=CC=C1)OC1=C(N(C(=CC1=O)C)CCC)CNC(C1=CC=C(C=C1)OC)=O N-((3-(benzyloxy)-6-methyl-4-oxo-1-propyl-1,4-dihydropyridin-2-yl)methyl)-4-methoxybenzamide